(Z)-4-(2-(2-(9-(cyclopropylmethyl)-2,9-diazaspiro[5.5]undecan-2-yl)-4-phenoxy-3-(trifluoromethyl)phenyl)-1-fluorovinyl)-2-(pyridazin-4-yl)thiazole C1(CC1)CN1CCC2(CCCN(C2)C2=C(C=CC(=C2C(F)(F)F)OC2=CC=CC=C2)\C=C(/F)\C=2N=C(SC2)C2=CN=NC=C2)CC1